C1CNCC2=CC=CC=C21 tetrahydro-isoquinoline